COC1CN(C1)[C@H]1[C@H](CCCCC1)OC=1C=C2CN(C(C2=CC1)=O)C1C(NC(CC1)=O)=O 3-(5-(((1S,2R)-2-(3-methoxyazetidin-1-yl)cycloheptyl)oxy)-1-oxoisoindolin-2-yl)piperidine-2,6-dione